(3R,4S)-3-cyclopropyl-1-(3-fluoro-6-(1-((2S,3R)-2-methyloxetan-3-yl)-1H-pyrazol-4-yl)pyrazolo[1,5-a]pyrazin-4-yl)-4-methyl-2-oxopyrrolidine-3-carbonitrile C1(CC1)[C@]1(C(N(C[C@H]1C)C=1C=2N(C=C(N1)C=1C=NN(C1)[C@H]1[C@@H](OC1)C)N=CC2F)=O)C#N